3-(4-((4-(4-amino-3-(4-phenoxyphenyl)-1H-pyrazolo[3,4-d]pyrimidin-1-yl)piperidin-1-yl)methyl)-3-fluorophenyl)piperidine-2,6-dione NC1=C2C(=NC=N1)N(N=C2C2=CC=C(C=C2)OC2=CC=CC=C2)C2CCN(CC2)CC2=C(C=C(C=C2)C2C(NC(CC2)=O)=O)F